C(CC)C(COC(C=1C(C(=O)OCC(CCCCC)CCC)=CC=CC1)=O)CCCCC Bis(2-propylheptyl)phthalate